ClC=1C=C(C=C2C(=CC=NC12)NC1=C(C(=C(C=C1)Cl)Cl)F)N[C@H](C=1N=NNC1)C=1CCOCC1 (S)-8-chloro-4-((3,4-dichloro-2-fluorophenyl)amino)-6-(((3,6-dihydro-2H-pyran-4-yl)(1H-1,2,3-triazol-4-yl)methyl)amino)quinoline